1-(3,3-difluoro-4-(3-(4-(trifluoro-methyl)phenyl)-1H-pyrazolo[4,3-b]pyridin-1-yl)pyrrolidin-1-yl)-prop-2-en-1-one FC1(CN(CC1N1N=C(C2=NC=CC=C21)C2=CC=C(C=C2)C(F)(F)F)C(C=C)=O)F